4-[1-(cyclohexyl-3-methoxycarbonylphenylcarbamoyl-methyl)-1H-benzimidazol-2-yl]-benzoic acid methyl ester hydrochloride Cl.COC(C1=CC=C(C=C1)C1=NC2=C(N1C(C(NC1=CC(=CC=C1)C(=O)OC)=O)C1CCCCC1)C=CC=C2)=O